N1=C(N=CC=C1)C1=CC(=C(C(=C1)F)F)F 1-pyrimidinyl-3,4,5-trifluorobenzene